OC1=C2C([C@@H]([C@H](OC2=CC(=C1)O)C1=CC=C(C=C1)O)O)=O (2R,3R)-5,7,4'-trihydroxydihydroflavonol